5-Methyl-1-(o-tolyl)-N-(6-(trifluoromethyl)benzo[d]thiazol-2-yl)-1H-1,2,3-triazole-4-carboxamide CC1=C(N=NN1C1=C(C=CC=C1)C)C(=O)NC=1SC2=C(N1)C=CC(=C2)C(F)(F)F